2-[2-[2-(1-methyl-4-piperidinyl)ethylcarbamoyl]indan-2-yl]acetic acid CN1CCC(CC1)CCNC(=O)C1(CC2=CC=CC=C2C1)CC(=O)O